C(C)(=O)N1C=C(C2=CC=CC=C12)C(=O)NCC1=NNC2=CC=C(C=C12)C 1-acetyl-N-((5-methyl-1H-indazol-3-yl)methyl)-1H-indole-3-carboxamide